2-(6-ethoxypyrazin-2-yl)-1,3-thiazole-5-carboxamide C(C)OC1=CN=CC(=N1)C=1SC(=CN1)C(=O)N